C(C)C1=C(C=CC(=C1)C1=C(C(=C(C2=CC=CC=C12)N)\N=N\[H])S(=O)(=O)O)C1=C(C=C(C=C1)C1=C(C(=C(C2=CC=CC=C12)N)\N=N\[H])S(=O)(=O)O)CC 1,1'-(2,2'-diethyl[1,1'-biphenyl]-4,4'-diyl)bis{4-amino-3-[(E)-diazenyl]naphthalene-2-sulfonic acid}